Cl.FC1(C(CNCC1)C=1C=CC(N(C1)C)=O)F 5-(4,4-difluoropiperidin-3-yl)-1-methylpyridin-2(1H)-one hydrochloride